ClC1=CC=C(C=C1)NC(C1=C(C=CC=C1)[Se]CCOC1=CC=CC=C1)=O N-(4-chlorophenyl)-2-((2-phenoxyethyl)seleno)benzamide